4-(3-(3,4-dimethoxyphenyl)-2-methyl-1H-pyrrolo[2,3-c]pyridin-5-yl)-[1,4'-bipiperidin] COC=1C=C(C=CC1OC)C1=C(NC2=CN=C(C=C21)C2CCN(CC2)C2CCNCC2)C